C(C)(=O)N1C(C(C2=CC=CC=C12)=O)=CC1=CC(=C(C=C1)OCCOC1OCCCC1)OC 1-acetyl-2-(3-methoxy-4-(2-((tetrahydro-2H-pyran-2-yl)oxy)ethoxy)benzylidene)indolin-3-one